C(C)(C)(C)C=1C=C(C2=C(N=C(O2)CCl)C1)C(C)(C)C 5,7-di-tert-butyl-2-chloromethylbenzo[d]oxazole